2-(p-tolylamino)ethan-1-one C1(=CC=C(C=C1)NCC=O)C